Benzyl (3S,4S)-4-hydroxy-3-methyl-piperidine-1-carboxylate O[C@@H]1[C@H](CN(CC1)C(=O)OCC1=CC=CC=C1)C